ClC=1C=C(C=CC1)C(CC(=O)OCC)C1(CCN(CC1)C(=O)OC(C)(C)C)F tert-butyl 4-(1-(3-chlorophenyl)-3-ethoxy-3-oxopropyl)-4-fluoropiperidine-1-carboxylate